N-[(1S)-1-(hydroxymethyl)-3-oxo-3-[4-[5-(trifluoromethyl)pyrimidin-2-yl]piperazin-1-yl]propyl]carbamic acid tert-butyl ester C(C)(C)(C)OC(N[C@@H](CC(N1CCN(CC1)C1=NC=C(C=N1)C(F)(F)F)=O)CO)=O